1-(2-(3,6-diazabicyclo[3.1.1]heptan-3-yl)-7-(thiazol-2-yl)-4-(trifluoromethoxy)benzo[d]oxazol-5-yl)cyclopropan-1-ol C12CN(CC(N1)C2)C=2OC1=C(N2)C(=C(C=C1C=1SC=CN1)C1(CC1)O)OC(F)(F)F